ClC=1C=C(C=CC1OCC)NC1=NC=C(C(=N1)NC=1C=CC2=C(NC(O2)=O)C1)C 5-[2-(3-Chloro-4-ethoxy-phenylamino)-5-methyl-pyrimidin-4-ylamino]-3H-benzooxazol-2-one